N1(CCCCC1)CCCC(=O)O piperidine-butanoic acid